ClC=1C=C(C(=O)NC2CC2)C=CC1N1CCN(CC1)C(CCC1=NC2=C(C=CC=C2C(N1)=O)Cl)=O 3-chloro-4-(4-(3-(8-chloro-4-oxo-3,4-dihydroquinazolin-2-yl)propionyl)piperazin-1-yl)-N-cyclopropylbenzamide